COC1=CC=C(C=C1)N1N=C(C(=C1)NC(CN1CCOCC1)=O)C(=O)N 1-(4-methoxyphenyl)-4-(2-morpholinoacetamido)-1H-pyrazole-3-carboxamide